N-methyl-3,3'-iminobis(propylamine) CN(CCCN)CCCN